1-((1S,4S)-5-(4-((3-chloro-2-fluoro-4-((tetrahydrofuran-3-yl)methoxy)phenyl)amino)pyrido[3,2-d]pyrimidin-6-yl)-2,5-diazabicyclo[2.2.1]heptan-2-yl)prop-2-en-1-one ClC=1C(=C(C=CC1OCC1COCC1)NC=1C2=C(N=CN1)C=CC(=N2)N2[C@@H]1CN([C@H](C2)C1)C(C=C)=O)F